((5-(4-fluorophenyl)thiophen-2-yl)methyl)oxazole-4-carboxamide FC1=CC=C(C=C1)C1=CC=C(S1)CC=1OC=C(N1)C(=O)N